N-{(R)-1-[3-amino-5-(trifluoromethyl)phenyl]ethyl}-2-methyl-6-(tetrahydrofuran-3-yl)-7,8-dihydro-6H-pyrrolo[2,3-g]quinazolin-4-amine NC=1C=C(C=C(C1)C(F)(F)F)[C@@H](C)NC1=NC(=NC2=CC3=C(C=C12)N(CC3)C3COCC3)C